FC=1C(=NC=CC1CC=1C(=C(C=NC1)C1=NC(=NC=C1)N)C)NS(NC)(=O)=O [5-[[3-fluoro-2-(methylsulfamoylamino)-4-pyridinyl]methyl]-4-methyl-3-pyridinyl]pyrimidin-2-amine